O=C(CCC1=CC=C(C=C1)C1=CC=CC=C1)NCCN(CCCC1=CC=CC=C1)C[C@@H]([C@H]([C@@H]([C@@H](CO)O)O)O)O 4'-(3-oxo-3-((2-(((2S,3R,4R,5R)-2,3,4,5,6-pentahydroxyhexyl)(3-phenylpropyl)amino)ethyl)amino)propyl)-[1,1'-biphenyl]